BrCCO[C@@H]1CC[C@H](CC1)N1C(N(C(C1(C)C)=O)C=1C=C(C(=NC1)C#N)C(F)(F)F)=S 5-(3-((trans)-4-(2-bromoethoxy)cyclohexyl)-4,4-dimethyl-5-oxo-2-thioxoimidazolidin-1-yl)-3-(trisFluoromethyl)pyridinecarbonitrile